N-(4-chlorobenzyl)-carbazole ClC1=CC=C(CN2C3=CC=CC=C3C=3C=CC=CC23)C=C1